3-[p-(4-Aminocyclohexylaminocarbonyloxy)phenyl]dispiro[cyclohexane-1,3'-[1,2,4]trioxolane-5',2''-tricyclo[3.3.1.13,7]decane] NC1CCC(CC1)NC(=O)OC1=CC=C(C=C1)C1CC2(OOC3(C4CC5CC(CC3C5)C4)O2)CCC1